(E)-2-(p-tolyldiazenyl)-1,2,3,4-tetrahydroisoquinoline C1(=CC=C(C=C1)/N=N/N1CC2=CC=CC=C2CC1)C